C(C)N1C(=NC=2C1=NC(=CC2)C=2C=CN1N=C(N=CC12)C1(CCC(CC1)N(C)C)N)C 1-(5-(3-ethyl-2-methyl-3H-imidazo[4,5-b]pyridin-5-yl)pyrrolo[2,1-f][1,2,4]triazin-2-yl)-N4,N4-dimethylcyclohexane-1,4-diamine